ClC1=C(C=C(C=C1)F)C1=CC=C(N=N1)NC1C2CN(CC12)CC1=NC=CC=C1 trans-N-[6-(2-chloro-5-fluoro-phenyl)pyridazin-3-yl]-3-(2-pyridylmethyl)-3-azabicyclo[3.1.0]hexane-6-amine